2-(1-cyclobutyl-1H-benzo[d]imidazol-2-yl)-5-ethoxy-N-(isoxazol-4-yl)-1-methyl-6-oxo-1,6-dihydropyrimidine-4-carboxamide C1(CCC1)N1C(=NC2=C1C=CC=C2)C=2N(C(C(=C(N2)C(=O)NC=2C=NOC2)OCC)=O)C